C(C)C(C(=O)[O-])(C)NC(=O)C ethyl-acetaminopropionate